3-(4-(methyl(piperidin-4-yl)amino)phenyl)piperidine-2,6-dione CN(C1=CC=C(C=C1)C1C(NC(CC1)=O)=O)C1CCNCC1